3-((2-(6-ethylpyridin-3-yl)-8-methoxychroman-6-yl)methyl)-6-(2-methyl-1H-imidazol-1-yl)-3H-imidazo[4,5-b]pyridine C(C)C1=CC=C(C=N1)C1OC2=C(C=C(C=C2CC1)CN1C=NC=2C1=NC=C(C2)N2C(=NC=C2)C)OC